C(#N)C1=C(C=CC(=C1)F)[C@H](CC)C=1C=NN(C1)C (1S,2S)-1-(2-cyano-4-fluorophenyl)-1-(1-methyl-1H-pyrazol-4-yl)propan